methanesulfonic acid [4-(pyrimidin-2-ylamino) cyclohexyl] ester N1=C(N=CC=C1)NC1CCC(CC1)OS(=O)(=O)C